(R)-2-(3,3-dimethyl-4-(6-oxo-1,6-dihydropyridine-3-carbonyl)piperazin-1-yl)-N-(5-(4-fluorophenoxy)pyrazin-2-yl)propanamide CC1(CN(CCN1C(=O)C1=CNC(C=C1)=O)[C@@H](C(=O)NC1=NC=C(N=C1)OC1=CC=C(C=C1)F)C)C